ethyl (S)-2,4-dimethyl-5-(2-oxo-2-((1,1,1-trifluoroprop-2-yl)amino)acetyl)-1H-pyrrole-3-carboxylate CC=1NC(=C(C1C(=O)OCC)C)C(C(N[C@H](C(F)(F)F)C)=O)=O